O=C1N(CCC(N1)=O)C1=C(C=C(C=C1)N1CCC(CC1)C=O)C 1-(4-(2,4-dioxotetrahydropyrimidin-1(2H)-yl)-3-methylphenyl)piperidine-4-carboxaldehyde